C(C)OC(=O)[C@@H]1OCCCC1.C1(=CC=CC=C1)C(C(=O)C1NCCCC1)C1=CC=CC=C1 2,2-diphenyl-1-(piperidin-2-yl)ethanone ethyl-(R)-oxacyclohexane-2-carboxylate